C(C1=CC=CC=C1)OC(=O)N[C@@H]1[C@H]([C@@H]2CC([C@H]1CC2)O)C(=O)OCC ethyl (1S,2S,3S,4S)-3-(((benzyloxy)carbonyl)amino)-5-hydroxybicyclo[2.2.2]octane-2-carboxylate